ClC=1C=CC(=NC1)OC 5-chloro-2-methoxypyridin